C1(CC1)C1=NC(=CC(=C1C(=O)NCC1=CC=C(C=C1)C(F)(F)F)C)N1CCOCC1 2-Cyclopropyl-4-methyl-6-morpholin-4-yl-N-[[4-(trifluoromethyl)-phenyl]-methyl]-pyridine-3-carboxylic acid amide